N-(4,5-Dimethoxy-2-((4-(2-(((1-methyl-1H-indazol-5-yl)methyl)(4-(pyridin-3-yl)benzyl)amino)ethyl)phenyl)carbamoyl)phenyl)-4-oxo-4H-chromene-2-carboxamide COC1=CC(=C(C=C1OC)NC(=O)C=1OC2=CC=CC=C2C(C1)=O)C(NC1=CC=C(C=C1)CCN(CC1=CC=C(C=C1)C=1C=NC=CC1)CC=1C=C2C=NN(C2=CC1)C)=O